(1S,2S,5R)-3-(1H-Indole-2-carbonyl)-N-((S)-1-oxo-3-((S)-2-oxopyrrolidin-3-yl)propan-2-yl)-3-azabicyclo[3.1.0]hexane-2-carboxamide N1C(=CC2=CC=CC=C12)C(=O)N1[C@@H]([C@H]2C[C@H]2C1)C(=O)N[C@H](C=O)C[C@H]1C(NCC1)=O